CC(C=O)C=CCC(C=C)C 2,6-dimethyl-3,7-octadiene-1-aldehyde